aminopropyl-5β-cholanamide C[C@H](CC(CCCN)C(=O)N)[C@H]1CC[C@@H]2[C@@]1(CC[C@H]3[C@H]2CC[C@H]4[C@@]3(CCCC4)C)C